3-(5-((4-((4,4-dimethyl-2-(oxazol-5-yl)cyclohex-1-en-1-yl)methyl)piperazin-1-yl)methyl)-1-oxoisoindolin-2-yl)piperidine-2,6-dione CC1(CC(=C(CC1)CN1CCN(CC1)CC=1C=C2CN(C(C2=CC1)=O)C1C(NC(CC1)=O)=O)C1=CN=CO1)C